[4-(5-tert-Butyl-1,2,4-oxadiazol-3-yl)phenyl]-[4-(5-methoxyoxazolo[4,5-b]pyridin-2-yl)piperazin-1-yl]methanon C(C)(C)(C)C1=NC(=NO1)C1=CC=C(C=C1)C(=O)N1CCN(CC1)C=1OC=2C(=NC(=CC2)OC)N1